N-[5-(1H-benzimidazol-2-yl)-1H-pyrazol-3-yl]-6-[4-(2-methoxyethyl)piperazin-1-yl]pyridine-3-carboxamide N1C(=NC2=C1C=CC=C2)C2=CC(=NN2)NC(=O)C=2C=NC(=CC2)N2CCN(CC2)CCOC